C(C)C(CC(C(=O)[O-])S)CCCC.C(C)C(CC(C(=O)[O-])S)CCCC.C[Sn+2]C dimethyltin bis(2-ethylhexylthioglycolate)